ClC1=CC=C(C=C1)C1(CC(C1)/C(=N/O)/N)F (Z)-3-(4-chlorophenyl)-3-fluoro-N'-hydroxycyclobutanecarboxamidine